BrC=1C(=NN(C1C(C)(C)C)C)C(C)(C)C 4-bromo-3,5-di-tert-butyl-1-methyl-1H-pyrazole